O1CCC(CC1)CS(=O)(=O)O tetrahydro-2H-pyran-4-yl-methanesulfonic acid